(S)-4-amino-2-(1-(3-ethoxy-4-methoxyphenyl)-2-(methyl-sulfonyl)ethyl)isoindoline-1,3-dione NC1=C2C(N(C(C2=CC=C1)=O)[C@H](CS(=O)(=O)C)C1=CC(=C(C=C1)OC)OCC)=O